FC=1C=C(C=CC1)C1=CC=2C(=NC=C(C2)C=2C=C(SC2)C(=O)NCC(F)(F)F)N1 4-(2-(3-Fluorophenyl)-1H-pyrrolo[2,3-b]pyridin-5-yl)-N-(2,2,2-trifluoroethyl)-thiophene-2-carboxamide